N[C@@H](CC(=O)OCC)C=1C=C(C=C(C1F)C(F)(F)F)C1=C(C=C(C=C1C)C)C (S)-ethyl 3-amino-3-(4-fluoro-2',4',6'-trimethyl-5-(trifluoromethyl)biphenyl-3-yl)propanoate